OC1CCC(=O)O1 Gamma-hydroxybutyrolactone